C[C@@]1(OC1)[C@@H]1CN(CCC1)C(=O)OCC1=CC=CC=C1 benzyl (3S)-3-[(2R)-2-methyloxiran-2-yl]piperidine-1-carboxylate